2-chloro-N6-cyclopentyl-adenosine ClC=1N=C(C=2N=CN([C@H]3[C@H](O)[C@H](O)[C@@H](CO)O3)C2N1)NC1CCCC1